3-(2-(4-Methoxyphenylsulfonyl)-1,2,3,4-tetrahydroisoquinolin-5-yl)-3-(4-methoxyphenyl)propionic acid methyl ester COC(CC(C1=CC=C(C=C1)OC)C1=C2CCN(CC2=CC=C1)S(=O)(=O)C1=CC=C(C=C1)OC)=O